(E)-3-(2-fluoro-5-(1H-pyrrolo[2,3-b]pyridin-5-yl)phenyl)-N-(4-methyl-3-(trifluoromethyl)phenyl)acrylamide FC1=C(C=C(C=C1)C=1C=C2C(=NC1)NC=C2)/C=C/C(=O)NC2=CC(=C(C=C2)C)C(F)(F)F